1-hydroxy-3,6,7-trimethoxyxanthone OC1=CC(=CC=2OC3=CC(=C(C=C3C(C12)=O)OC)OC)OC